ClC=1C(=NC(=NC1)NC1=CC=C2CCN(C(C2=C1)C)C(C(F)(F)F)=O)NC1=C(C=CC=C1)P(=O)(C)C 1-(7-((5-Chloro-4-((2-(dimethylphosphoryl)phenyl)amino)pyrimidin-2-yl)amino)-1-methyl-3,4-dihydroisoquinolin-2(1H)-yl)-2,2,2-trifluoroethan-1-one